3-oxa-1,5-pentanedithiol C(COCCS)S